(2,3,4,5,6-pentafluorophenoxycarbonyl)-1-benzothiophene-5-carbonylphosphonic acid FC1=C(OC(=O)C=2SC3=C(C2)C=C(C=C3)C(=O)P(O)(O)=O)C(=C(C(=C1F)F)F)F